1-(6-(bis(4H-benzo[d][1,3]dioxin-6-yl)methoxy)-2-azaspiro[3.3]heptane-2-carbonyl)-1H-benzo[d][1,2,3]triazole-5-carbonitrile O1COCC2=C1C=CC(=C2)C(OC2CC1(CN(C1)C(=O)N1N=NC3=C1C=CC(=C3)C#N)C2)C2=CC3=C(OCOC3)C=C2